FC1=C(C=C(C=C1)[N+](=O)[O-])NC1=NC(=NC=C1C1=CC(=CC=C1)C(F)(F)F)NC=1C=NN(C1)C N4-(2-fluoro-5-nitrophenyl)-N2-(1-methyl-1H-pyrazol-4-yl)-5-[3-(trifluoromethyl)phenyl]pyrimidine-2,4-diamine